NCCCNC(CCOCC(COCCC(NCCCN)=O)(COCCC(=O)NCCCN)NC(CCCCCCCCCCC(=O)OCC1=CC=CC=C1)=O)=O Benzyl 12-((1,19-diamino-10-((3-((3-aminopropyl)amino)-3-oxopropoxy)methyl)-5,15-dioxo-8,12-dioxa-4,16-diazanonadecan-10-yl)amino)-12-oxododecanoate